3-((4,4-bis(octyloxy)butanoyl)oxy)-2-(((((1-ethylpiperidin-3-yl)methoxy)carbonyl)oxy)methyl)propyl (9Z,12Z)-octadeca-9,12-dienoate C(CCCCCCC\C=C/C\C=C/CCCCC)(=O)OCC(COC(CCC(OCCCCCCCC)OCCCCCCCC)=O)COC(=O)OCC1CN(CCC1)CC